NC=1N2C(C=3N(C(N(C3N1)CCN1CCN(CC1)C1=C(C=C(C(=O)NCC3NCCOC3)C=C1)F)=O)C)=NC(=N2)C=2OC=CC2 4-(4-(2-(5-amino-8-(furan-2-yl)-1-methyl-2-oxo-1H-[1,2,4]triazolo[5,1-i]purin-3(2H)-yl)ethyl)piperazin-1-yl)-3-fluoro-N-(morpholin-3-ylmethyl)benzamide